C(CC)(=O)OCCCCCCCCCCCCCC myristyl propionate